(R)-2-(4-((1-Methylpiperidin-3-yl)amino)-7,8-dihydro-5H-pyrano[3,4-d]pyridazin-1-yl)-5-(trifluoromethyl)phenol CN1C[C@@H](CCC1)NC=1N=NC(=C2C1COCC2)C2=C(C=C(C=C2)C(F)(F)F)O